C(CNC(=O)N)NC(=O)N ethylenediurea